NC1CN(CCC1)C(=O)C1=C(C=C(C=C1)NC=1C=2N(C=CN1)C(=CN2)C2=CC=C(C=C2)OC(F)F)C (3-aminopiperidin-1-yl)-[4-[[3-[4-(difluoromethoxy)phenyl]imidazo[1,2-a]pyrazin-8-yl]amino]-2-methylphenyl]methanone